BrC1=CC=C2C(=NN=C(C2=C1)O)C1=C(C=C(C=C1)C)OC 7-Bromo-4-(2-methoxy-4-methylphenyl)phthalazin-1-ol